(Z)-6-((5-(5,5-dimethylbenzo[b][1,8]naphthyridin-10(5H)-yl)selenophen-2-yl)methylene)-5H-indeno[5,6-b]thiophene-5,7(6H)-dione CC1(C2=C(N(C=3N=CC=CC13)C1=CC=C([Se]1)\C=C/1\C(C3=CC4=C(SC=C4)C=C3C1=O)=O)C=CC=C2)C